O1CC[C@@H](CCC1)N |r| racemic-(RS)-oxepan-4-amine